CN1C(C2=C3C(C(=CC=C13)S(=O)(=O)N1[C@@H](CCC1)C(=O)O)=CC=C2)=O (2S)-1-(1-methyl-2-oxobenzo[cd]indol-6-yl)sulfonylpyrrolidine-2-carboxylic acid